C(C)(C)(C)OC(=O)N1C(CN(C(C1)Br)F)C1=C(C=CC=C1)CNNS(=O)(=O)CC1=CC=CC=C1 5-bromo-4-fluoro-2-(((2-toluenesulfonyl-hydrazino)methyl)phenyl)piperazine-1-carboxylic acid tert-butyl ester